C(C)OC1=C(C=CC(=C1)[N+](=O)[O-])N1CCC(CC1)N(C)C 1-(2-ethoxy-4-nitrophenyl)-N,N-dimethylpiperidin-4-amine